FC1=C(C=C(C(=C1)[N+](=O)[O-])C=O)NC(O)=O (2-Fluoro-5-formyl-4-nitrophenyl)carbamic acid